(S)-4-((7-((1-((tert-butyldiphenylsilyl) oxy) hex-3-yl) amino)-3-fluoro-5-((methoxycarbonyl) amino)-1H-pyrazolo[4,3-d]Pyrimidin-1-yl) methyl)-3-methoxybenzylmethanesulfonate [Si](C1=CC=CC=C1)(C1=CC=CC=C1)(C(C)(C)C)OCC[C@H](CCC)NC=1C2=C(N=C(N1)NC(=O)OC)C(=NN2CC2=C(C=C(CCS(=O)(=O)[O-])C=C2)OC)F